N-[4-(6-amino-5-chloro-pyrimidin-4-yl)oxy-3-fluorophenyl]-4-methyl-2-phenyl-thiazole-5-carboxamide NC1=C(C(=NC=N1)OC1=C(C=C(C=C1)NC(=O)C1=C(N=C(S1)C1=CC=CC=C1)C)F)Cl